N,N'-distearyl-N,N'-diisopropylthiuram disulfide C(CCCCCCCCCCCCCCCCC)N(C(=S)SSC(=S)N(C(C)C)CCCCCCCCCCCCCCCCCC)C(C)C